methyl (2RS)-2-[2-chloro-4-(4-chlorophenoxy) phenyl]-2-hydroxy-3-(1H-1,2,4-triazol-1-yl)propanoate ClC1=C(C=CC(=C1)OC1=CC=C(C=C1)Cl)[C@](C(=O)OC)(CN1N=CN=C1)O |r|